N,N,N-trimethylphenylmethylammonium chloride [Cl-].C[N+](C)(C)CC1=CC=CC=C1